N-[(1S)-2-[[(1S)-2-amino-2-oxo-1-[[(3S)-2-oxopyrrolidin-3-yl]methyl]ethyl]amino]-1-(cyclopropylmethyl)-2-oxo-ethyl]-7-chloro-1H-indole-2-carboxamide NC([C@H](C[C@H]1C(NCC1)=O)NC([C@H](CC1CC1)NC(=O)C=1NC2=C(C=CC=C2C1)Cl)=O)=O